5-(1-((6-((4,4-dimethylpiperidin-1-yl)methyl)imidazo[1,2-a]pyridin-2-yl)methyl)-1H-1,2,3-triazol-4-yl)-N,N-dimethylpyridin-3-amine CC1(CCN(CC1)CC=1C=CC=2N(C1)C=C(N2)CN2N=NC(=C2)C=2C=C(C=NC2)N(C)C)C